2,6-dihydroxyl-4-trifluoromethyl-nicotinyl chloride OC1=C(CCl)C(=CC(=N1)O)C(F)(F)F